8-Bromo-5-(methylthio)imidazo[1,5-c]pyrimidine-1-carbonitrile BrC=1C=2N(C(=NC1)SC)C=NC2C#N